BrC1=CC=2C3(C4=CC(=CC=C4C2C=C1)Br)C=1C=CC2=C(C1NC=1C4=C(C=CC13)C=CC=C4)C=CC=C2 2',7'-dibromo-14H-spiro[dibenzo[c,H]acridine-7,9'-fluorene]